2-methyl-6-(2,3,5,6-tetrafluoro-4-(morpholinomethyl)phenyl)-1H-benzo[d]imidazole-4-carboxylic acid CC1=NC2=C(N1)C=C(C=C2C(=O)O)C2=C(C(=C(C(=C2F)F)CN2CCOCC2)F)F